2-n-Octyl-3-Isothiazolinon C(CCCCCCC)N1SC(C=C1)=O